terpyridineboronic acid N1=C(C(=CC=C1)B(O)O)C1=NC=CC=C1C1=NC=CC=C1